9,21-Dichloro-11β,17-dihydroxy-16α-methylpregna-1,4-diene Cl[C@@]12[C@]3(C=CCC=C3CC[C@H]1[C@@H]1C[C@H]([C@](CCCl)([C@]1(C[C@@H]2O)C)O)C)C